ethyl 2-(2-((2-(2-(aminomethyl)pyridin-4-yl)benzofuran-4-yl)methoxy)phenyl)acetate NCC1=NC=CC(=C1)C=1OC2=C(C1)C(=CC=C2)COC2=C(C=CC=C2)CC(=O)OCC